N1C=C(C2=CC=CC=C12)CC(=O)NC=1C=C2CCC(OC2=CC1)C(=O)OC methyl 6-(2-(1H-indol-3-yl)acetamido)chromane-2-carboxylate